1-heptyl-1H-pyrazol C(CCCCCC)N1N=CC=C1